C(C)OC1=NC=C(C(=O)NC=2SC3=C(N2)C=CC(=C3)C(=O)O)C(=C1)F 2-(6-ethoxy-4-fluoronicotinamido)benzo[d]thiazole-6-carboxylic acid